C(C1=CC=C(C=C1)N=C=O)C1=CC=C(C=C1)N=C=O 4,4'-methylenebisphenylisocyanate